2-Bromo-6-fluorobenzenesulfonyl fluoride BrC1=C(C(=CC=C1)F)S(=O)(=O)F